[18F]C(C(=O)O)CCCSCCCCCCCCCCC [18F]fluoro-6-thia-heptadecanoic acid